C(CCCCCCC\C=C/C\C=C/CCCCC)OCC(COCCCCCCCC)N1CCC1 1-{2-[(9Z,12Z)-octadeca-9,12-dien-1-yloxy]-1-[(octyl-oxy)methyl]ethyl}azetidine